1-[(2R,4S)-4-[4-amino-5-[2-(1-methyl-1,3-benzodiazol-5-yl)ethynyl]pyrrolo[2,3-d]pyrimidin-7-yl]-2-[(trifluoromethoxy)methyl]pyrrolidin-1-yl]prop-2-en-1-one NC=1C2=C(N=CN1)N(C=C2C#CC2=CC1=C(N(C=N1)C)C=C2)[C@H]2C[C@@H](N(C2)C(C=C)=O)COC(F)(F)F